FC(C1=NN=C(S1)N1C(N(C2=C1C=C(C(=C2)F)S(=O)(=O)NC2(CC2)CF)C)=O)F 3-[5-(difluoromethyl)-1,3,4-thiadiazol-2-yl]-6-fluoro-N-[1-(fluoromethyl)cyclopropyl]-1-methyl-2-oxo-benzimidazole-5-sulfonamide